1-hydroxy-6,6,9-trimethyl-6H-benzo[c]chromen-3-yl trifluoromethanesulfonate FC(S(=O)(=O)OC1=CC(=C2C3=C(C(OC2=C1)(C)C)C=CC(=C3)C)O)(F)F